C[C@@H]1N(C[C@H](N(C1)[C@H](C1=NC=C(C=C1)C(F)(F)F)C1=CC=C(C=C1)C(F)(F)F)C)C=1C=2N=CN(C2N2C(N1)=NN=C2)C(C)N(C)C (4-((2S,5R)-2,5-Dimethyl-4-((S)-(4-(trifluoromethyl)phenyl)(5-(trifluoromethyl)pyridin-2-yl)methyl)piperazin-1-yl)-1H-[1,2,4]triazolo[3,4-b]purin-1-yl)-N,N-dimethylethan-1-amine